(7-(4-(4-(benzo[b]thiophen-4-yl)piperazin-1-yl)butoxy)-2-oxoquinolin-1(2H)-yl)methyl 2-hydroxyethylcarbamate OCCNC(OCN1C(C=CC2=CC=C(C=C12)OCCCCN1CCN(CC1)C1=CC=CC=2SC=CC21)=O)=O